NC=1C(=C(C(=O)C2=CC=C(C=C2)OC)C=CC1OC)N diamino-4,4'-dimethoxybenzophenone